2-(6-chloro-3-(3,4-dichlorophenyl)-9H-carbazol-1-yl)ethanamine ClC=1C=C2C=3C=C(C=C(C3NC2=CC1)CCN)C1=CC(=C(C=C1)Cl)Cl